FC1=CC=C2C(=NC=NC2=C1)N1N=C(OC(C1)C)C1=CC(=C(C=C1)B(O)O)OC [4-[4-(7-fluoroquinazolin-4-yl)-6-methyl-5,6-dihydro-1,3,4-oxadiazin-2-yl]-2-methoxy-phenyl]boronic acid